2-(3-chloro-5-fluorophenyl)-5-(1-isopropyl-1H-pyrazol-4-yl)-N4-(1,2,3,4-tetrahydroisoquinolin-7-yl)pyrimidine-2,4-diamine ClC=1C=C(C=C(C1)F)C1(NC=C(C(=N1)NC1=CC=C2CCNCC2=C1)C=1C=NN(C1)C(C)C)N